1-ethylpyridine chloride salt [Cl-].C(C)N1CC=CC=C1